2-dimethylamino-2-benzyl-1-(4-piperidyl-phenyl)-1-butanone CN(C(C(=O)C1=C(C=CC=C1)C1CCNCC1)(CC)CC1=CC=CC=C1)C